C1=CC=CC=2C3=CC=CC=C3C(C12)COC(=O)N([C@H](C(=O)N1[C@@H](CCC1)C(=O)OCC=C)C(C)C)C prop-2-enyl (2S)-1-[(2S)-2-[9H-fluoren-9-ylmethoxycarbonyl(methyl)amino]-3-methylbutanoyl]pyrrolidine-2-carboxylate